COC1=NN(C=C1NC1=NC=C(C(=N1)C1=CNC2=C(C=CC=C12)NC(=O)[C@H]1N(CCC1)S(=O)(=O)C)C)C (S)-N-(3-(2-((3-meth-oxy-1-methyl-1H-pyrazol-4-yl)amino)-5-methylpyrimidin-4-yl)-1H-indol-7-yl)-1-(methanesulfonyl)pyrrolidine-2-carboxamide